C=C1C(CC1)N 1-methyl-ylcyclobutylamine